N-(7-methoxy-4-(1-methyl-3-phenyl-1H-pyrazol-4-yl)quinazolin-6-yl)-2-methyltetrahydrofuran-2-carboxamide COC1=C(C=C2C(=NC=NC2=C1)C=1C(=NN(C1)C)C1=CC=CC=C1)NC(=O)C1(OCCC1)C